OCC(CO)(CO)NC(C)S(=O)(=O)O [tris(hydroxymethyl)methyl]aminoethanesulfonic acid